3-(indolin-1-ylsulfonyl)-N-(4-(pyridin-2-yl)thiazol-2-yl)benzamide N1(CCC2=CC=CC=C12)S(=O)(=O)C=1C=C(C(=O)NC=2SC=C(N2)C2=NC=CC=C2)C=CC1